tert-Butyl ((1-((3-((2-((1H-1,2,4-triazol-3-yl)methoxy)-5-ethylphenyl)sulfonamido)-4-methoxybenzo[d]isoxazol-6-yl)methyl)-1H-pyrazol-4-yl)methyl)carbamate N1N=C(N=C1)COC1=C(C=C(C=C1)CC)S(=O)(=O)NC1=NOC2=C1C(=CC(=C2)CN2N=CC(=C2)CNC(OC(C)(C)C)=O)OC